4-(4-methyl-6-(5-methyl-1H-pyrazol-3-ylamino)pyridin-2-yl)cyclohexanecarboxamide CC1=CC(=NC(=C1)NC1=NNC(=C1)C)C1CCC(CC1)C(=O)N